Cl.C(C1=CC=CC=C1)N1CC=2C(=C(N=C(C2CC1)N1[C@H]2CNC[C@@H]1CC2)OCC2(CC2)CN2CCOCC2)C#N 6-benzyl-1-((1r,5s)-3,8-diazabicyclo[3.2.1]oct-8-yl)-3-((1-(morpholinomethyl)cyclopropyl)methoxy)-5,6,7,8-tetrahydro-2,6-naphthyridine-4-carbonitrile hydrochloride